2-((6-(1,1-difluoroethyl)-2-methylpyridin-3-yl)sulfonyl)-2,6-diazaspiro[3.3]heptane FC(C)(F)C1=CC=C(C(=N1)C)S(=O)(=O)N1CC2(C1)CNC2